C(#N)[C@H]1N(CSC1)C(CNC(=O)C1=CC=NC2=CC=C(C=C12)N1CC2(C(CO2)(C)C)C1)=O (R)-N-(2-(4-Cyanothiazolidin-3-yl)-2-oxoethyl)-6-(3,3-dimethyl-1-oxa-6-azaspiro[3.3]heptan-6-yl)quinoline-4-carboxamide